2-(6-{5-chloro-2-[(oxan-4-yl)amino]pyrimidin-4-yl}-1-oxo-2,3-dihydro-1H-isoindol-2-yl)-N-[2-hydroxy-1-(pyridin-3-yl)ethyl]acetamide ClC=1C(=NC(=NC1)NC1CCOCC1)C1=CC=C2CN(C(C2=C1)=O)CC(=O)NC(CO)C=1C=NC=CC1